Cl.Cl.C(N)(=N)C1=CC=C(C=C1)C=1NC2=CC(=CC=C2C1)C(=O)N 2-(4-carbamimidoyl-phenyl)-6-indolecarboxamide dihydrochloride